C(C1=CC=CC=C1)N(S(=O)C(C)(C)C)C(CCC)C1=CC=C(C=C1)O[Si](C)(C)C(C)(C)C N-benzyl-N-(1-(4-((tert-butyldimethylsilyl)oxy)phenyl)butyl)-2-methylpropane-2-sulfinamide